(2-fluoro-4-methoxyphenyl)(phenyl)(3-phenyl-1H-indol-2-yl)methanol FC1=C(C=CC(=C1)OC)C(O)(C=1NC2=CC=CC=C2C1C1=CC=CC=C1)C1=CC=CC=C1